O=C([C@H](CCCC)NC(OC(C)(C)C)=O)NCC1=CC=C(C=C1)C1=CC=C(C=C1)OC(F)(F)F (S)-tert-butyl (1-oxo-1-(((4'-(trifluoromethoxy)-[1,1'-biphenyl]-4-yl)methyl)amino)hexan-2-yl)carbamate